OC(CN(C=O)C(C)C)COC1=CC=C(C=C1)COCCOC(C)C N-(2-hydroxy-3-(4-((2-isopropoxyethoxy)-methyl)phenoxy)propyl)-N-isopropyl-formamide